ClC1=C(C=CC=C1)CC(=O)NC1=CC(=C(C=C1)N1N=C(C=C1)C1CC1)S(NCC1=C(C=C(C=C1)OC)OC)(=O)=O 2-(2-chlorophenyl)-N-{4-(3-cyclopropyl-1H-pyrazol-1-yl)-3-[(2,4-dimethoxybenzyl)sulfamoyl]phenyl}acetamide